4-phenyl-N-[(3S)-5-methyl-4-oxo-2,3-dihydro-1,5-benzoxazepin-3-yl]pyrazolo[1,5-a]pyridine-2-carboxamide C1(=CC=CC=C1)C=1C=2N(C=CC1)N=C(C2)C(=O)N[C@H]2COC1=C(N(C2=O)C)C=CC=C1